N-(2-(1-(4-((2,6-dioxopiperidin-3-yl)amino)benzyl)piperidin-4-yl)-5-(2-hydroxypropan-2-yl)benzo[d]oxazol-6-yl)-6-(trifluoromethyl)nicotinamide O=C1NC(CCC1NC1=CC=C(CN2CCC(CC2)C=2OC3=C(N2)C=C(C(=C3)NC(C3=CN=C(C=C3)C(F)(F)F)=O)C(C)(C)O)C=C1)=O